2-(3-bromo-1-(3,5-dichloropyridin-2-yl)-1H-5-pyrazolyl)-6-chloro-8-methyl-4H-benzo[d][1,3]oxazin-4-one BrC1=NN(C(=C1)C=1OC(C2=C(N1)C(=CC(=C2)Cl)C)=O)C2=NC=C(C=C2Cl)Cl